C(CCCCCC)C1CCC(CC1)C1=CC=C(OC2=C(C=C(C=C2)N)N)C=C1 1-(4-(4-heptylcyclohexyl)phenoxy)-2,4-diaminobenzene